[Sn].[In].[S] Sulfur indium tin